CCCCC#CI hexynyl iodide